ethyl-2-(3-(2-aminoethylcarbamoyl)benzyl)-3-(4-(3,4-dichlorophenyl)-5-isobutylthiazol-2-ylamino)propanoic acid C(C)C(C(=O)O)(CNC=1SC(=C(N1)C1=CC(=C(C=C1)Cl)Cl)CC(C)C)CC1=CC(=CC=C1)C(NCCN)=O